FC1=CC=C(CNC2=C(C(=C(C(=O)N)C=C2N)NCCCC=O)OCCCOC)C=C1 4-((4-fluorobenzyl)amino)-((4-oxobutyl)amino)-3-(3-methoxypropoxy)-5-aminobenzamide